6-{7-[(3S,4S)-3-fluoro-2,2,6,6-tetramethylpiperidin-4-yl]-6,7-dihydro-5H-pyrrolo[2,3-c]pyridazin-3-yl}-2-(methylsulfanyl)-1,3-benzothiazol-5-ol formate C(=O)OC=1C(=CC2=C(N=C(S2)SC)C1)C1=CC2=C(N=N1)N(CC2)[C@@H]2[C@@H](C(NC(C2)(C)C)(C)C)F